C1C[C@H](N2C[C@@H]1N(C2=O)OS(=O)(=O)[O-])C(=O)N.[Na+] The molecule is an organic sodium salt that is the monosodium salt of avibactam. Used in combination with ceftazidime pentahydrate for the treatment of complicated urinary tract infections including pyelonephritis. It has a role as an EC 3.5.2.6 (beta-lactamase) inhibitor, an antibacterial drug and an antimicrobial agent. It contains an avibactam(1-).